(E)-2-((((3R,4R,5R,6R)-4,5-dihydroxy-6-(hydroxymethyl)tetrahydro-2H-pyran-3-yl)methyl)amino)ethene-1-sulfonyl Fluoride O[C@@H]1[C@@H](CO[C@@H]([C@@H]1O)CO)CN/C=C/S(=O)(=O)F